[O-2].CN(C)[Hf](C1(C=CC=C1)C)(OC(C)C)N(C)C bis(dimethylamino)(isopropoxy)(methylcyclopentadienyl)hafnium oxide